2,2-bis(4-amino-3,5-dimethylcyclohexyl)-propane NC1C(CC(CC1C)C(C)(C)C1CC(C(C(C1)C)N)C)C